3-(5-Bromofuran-2-yl)-2-formyl-5,6-dihydroimidazo[1,2-a]pyrazine-7(8H)-carboxylic acid tert-butyl ester C(C)(C)(C)OC(=O)N1CC=2N(CC1)C(=C(N2)C=O)C=2OC(=CC2)Br